[I-].C(C)(C)(C)OC(CC[C@@H](C(=O)OC[N+]1(CCC=C(C1)C1=NSN=C1OCCCCCC)C)NC(=O)OC(C)(C)C)=O 1-((((S)-5-(tert-butoxy)-2-((tert-butoxycarbonyl)amino)-5-oxopentanoyl)oxy)methyl)-5-(4-(hexyloxy)-1,2,5-thiadiazol-3-yl)-1-methyl-1,2,3,6-tetrahydropyridin-1-ium iodide